C(C1=CC=CC=C1)OC(=O)N[C@H](C(=O)N[C@@H](C(/C=C/C(=O)OC)=O)C)CC1=CC=CC=C1 Methyl (R,E)-5-((S)-2-(((benzyloxy)carbonyl)amino)-3-phenylpropanamido)-4-oxohex-2-enoate